ClC1=C(C=C(C=C1)F)[C@@H]1C=2N([C@@H](C(N1)=O)C)C(=CC2NC(C2=CC(=CC(=C2)C(F)(F)F)F)=O)C(=O)NC (1R,4R)-1-(2-chloro-5-fluorophenyl)-8-(3-fluoro-5-(trifluoromethyl)benzamido)-N,4-dimethyl-3-oxo-1,2,3,4-tetrahydropyrrolo[1,2-a]pyrazine-6-carboxamide